ClC=1N=C2C(=C(C(N(C2=CC1)C)=O)C#N)N1CCN(CC1)CC1=C(C=C(C=C1)OC)O 6-chloro-4-{4-[(2-hydroxy-4-methoxyphenyl)methyl]piperazin-1-yl}-1-methyl-2-oxo-1,2-dihydro-1,5-naphthyridine-3-carbonitrile